(R)-1-(4-chlorophenyl)-N-((1R,2R)-1-(2,3-dihydrobenzo[b][1,4]dioxin-6-yl)-1-hydroxy-3-(pyrrolidin-1-yl)propan-2-yl)pyrrolidine-3-carboxamide ClC1=CC=C(C=C1)N1C[C@@H](CC1)C(=O)N[C@@H]([C@H](O)C1=CC2=C(OCCO2)C=C1)CN1CCCC1